2-(4,4-difluoroazepan-1-yl)-7-fluoro-N-(6-oxo-1,6-dihydropyridazin-4-yl)quinoline-3-carboxamide FC1(CCN(CCC1)C1=NC2=CC(=CC=C2C=C1C(=O)NC=1C=NNC(C1)=O)F)F